ClC1=NC(=NC(=N1)C1=CC=CC=C1)N1C2=C(C(=C(C(=C2C=2C(=C(C(=C(C12)[2H])[2H])[2H])[2H])[2H])[2H])[2H])[2H] 9-(4-chloro-6-phenyl-1,3,5-triazin-2-yl)-9H-carbazole-1,2,3,4,5,6,7,8-d8